C1N=C[C@H]2[C@@H]3[C@@H]4[C@H]([C@H]([C@@H]12)C=C3)C4 |r| rac-(3aS,4S,4aS,5aR,6R,6aR)-1,3a,4,4a,5,5a,6,6a-octahydro-4,6-ethenocyclopropa[f]isoindole